[Cl-].C(CCCCCCCC)C(CN)(CCCCCCCCC)CCCCCCCCC tri-n-nonylethyl-amine chloride